The molecule is an oxo monocarboxylic acid that is acetic acid in with one of the methyl hydrogens is replaced by a 3-oxocyclohexyl group (the S-enantiomer). It has a role as a bacterial xenobiotic metabolite. It is an oxo monocarboxylic acid and an alicyclic ketone. C1C[C@@H](CC(=O)C1)CC(=O)O